C(=O)O.C1N(CCC2=CC=CC=C12)CCC1OC(C2(C1)CCN(CC2)S(=O)(=O)C)=O 3-(2-(3,4-Dihydroisoquinolin-2(1H)-yl)ethyl)-8-(methylsulfonyl)-2-oxa-8-azaspiro[4.5]decan-1-one formate